C1(CCCC1)C1(CCC2(OCCO2)CC1)C#N 8-cyclopentyl-1,4-dioxaspiro[4.5]decane-8-carbonitrile